2-((6-fluoro-2-methylpyridin-3-yl)oxy)-N-(3-((R)-N-((S)-2-hydroxypropanoyl)-S-methylsulfonimidoyl)phenyl)-4-methyl-5-(trifluoromethyl)nicotinamide FC1=CC=C(C(=N1)C)OC1=C(C(=O)NC2=CC(=CC=C2)[S@@](=O)(=NC([C@H](C)O)=O)C)C(=C(C=N1)C(F)(F)F)C